C1(CCC1)OC1=CC=C(C=C1)S(=O)(=O)NC(CN(C)C)C1=CC(=C(C=C1)Cl)Cl 4-cyclobutoxy-N-(1-(3,4-dichlorophenyl)-2-(dimethylamino)ethyl)benzenesulfonamide